C(C)C1CCC(CC1)O 4-ethyl-1-cyclohexanol